N-(4-Fluorophenyl)-3-(pyridin-3-yl)-3a,4,5,6,7,7a-hexahydro-4,7-methanobenzo[d]isoxazole-7a-carboxamide FC1=CC=C(C=C1)NC(=O)C12C(C(=NO1)C=1C=NC=CC1)C1CCC2C1